rac-1-(((3S,5S)-6,6-Difluoro-1-oxaspiro[2.5]octan-5-yl)methyl)-1H-benzo[d]imidazole-6-carbonitrile FC1([C@@H](C[C@]2(CO2)CC1)CN1C=NC2=C1C=C(C=C2)C#N)F |r|